1,4-pentylene carbonate C1(OCCCC(C)O1)=O